ONC(C1=CC=C(C=C1)CNC1=NC=2N(C(=C1)C1=CC=CC=C1)N=CC2)=O N-hydroxy-4-(((7-phenylpyrazolo[1,5-a]pyrimidin-5-yl)amino)methyl)benzamide